tert-Butyl 4-(((5-amino-1-(phenylsulfonyl)-1H-pyrrolo[2,3-b]pyridin-4-yl)methyl)amino)benzoate NC=1C(=C2C(=NC1)N(C=C2)S(=O)(=O)C2=CC=CC=C2)CNC2=CC=C(C(=O)OC(C)(C)C)C=C2